C1(=CC=CC=C1)C1(OCCOC1)C1=CC=CC=C1 diphenyldioxane